(R)-1-(4-chlorophenyl)ethyl 4-(6-(1-methyl-1H-pyrazol-4-yl)pyrazolo[1,5-a]pyrazin-3-yl)piperazine-1-carboxylate CN1N=CC(=C1)C=1N=CC=2N(C1)N=CC2N2CCN(CC2)C(=O)O[C@H](C)C2=CC=C(C=C2)Cl